O=C1NC(CCC1N1C(N(C2=C1C=CC(=C2)C#C[C@H]2CN(CCN2C)C(=O)OC(C)(C)C)C)=O)=O Tert-butyl (3S)-3-[2-[1-(2,6-dioxo-3-piperidyl)-3-methyl-2-oxo-benzimidazol-5-yl]ethynyl]-4-methyl-piperazine-1-carboxylate